[7,8-dichloro-6-(2-fluoro-5-hydroxy-phenyl)-4H-[1,2,4]triazolo[1,5-a][1,4]benzodiazepin-2-yl]-(3-methoxyazetidin-1-yl)methanone ClC1=C(C=CC2=C1C(=NCC=1N2N=C(N1)C(=O)N1CC(C1)OC)C1=C(C=CC(=C1)O)F)Cl